Boron trihydroxide B(O)(O)O